5-((2-chloropyridin-4-yl)oxy)-2-methyl-4-phenylthiazole ClC1=NC=CC(=C1)OC1=C(N=C(S1)C)C1=CC=CC=C1